COC1=CC=C(C(=O)NC2=CC=C(C=C2)N2C[C@H]3CN(C[C@@H]3C2)C2=NC=CC=C2)C=C1 4-Methoxy-N-(4-((3aS,6aS)-5-(pyridin-2-yl)hexahydropyrrolo[3,4-c]pyrrol-2(1H)-yl)phenyl)benzamide